FC=1C=NC=C(C1C(CCOC)O)F 1-(3,5-difluoropyridin-4-yl)-3-methoxypropan-1-ol